C(C)(C)[Si](O)(O[Si](O[Si](O[Si](S[SiH](C(C)C)C(C)C)(C(C)C)C(C)C)(C(C)C)C(C)C)(C(C)C)C(C)C)C(C)C 2,2,4,4,6,6,8,8,10,10-decaisopropyl-1,3,5,7-tetraoxa-9-thia-2,4,6,8,10-pentasiladecane